(E)-N-((1,2,3,5,6,7-hexahydro-s-indacen-4-yl)carbamoyl)-3-(oxetan-3-ylamino)prop-1-ene-1-sulfonimidamide C1CCC2=C(C=3CCCC3C=C12)NC(=O)NS(=O)(=N)\C=C\CNC1COC1